FC(OC1CC(C1)C(=O)Cl)(F)F 3-(trifluoromethoxy)cyclobutanecarbonyl chloride